CC(C([2H])([2H])C1=CC(=NC=C1C([2H])([2H])[2H])C1=CC=CC=2C3=C(OC21)C=2C1=CC=C(C=C1C=CC2C=C3)C3=CC=CC=C3)(C)C 4-(2,2-dimethylpropyl-1,1-d2)-5-(methyl-d3)-2-(3-phenylphenanthro[4,3-b]benzofuran-12-yl)pyridine